BrC1=CC(=CC=2CCOC21)CCO 2-(7-bromo-2,3-dihydrobenzofuran-5-yl)ethan-1-ol